(R)-6-((4-((1-(3-(difluoro(piperidin-4-yl)methyl)phenyl)ethyl)amino)-7-morpholinophthalazin-1-yl)oxy)hexyl ethanesulfonate C(C)S(=O)(=O)OCCCCCCOC1=NN=C(C2=CC=C(C=C12)N1CCOCC1)N[C@H](C)C1=CC(=CC=C1)C(C1CCNCC1)(F)F